BrC1=C(C=C(C=C1)Br)S(=O)(=O)N 2,5-dibromobenzenesulfonamide